C(C)C1=C(C=CC=C1)C1=CC(=C(C=C1)C1CN(CC1)C(=O)C1=NC=CC(=C1)OC)CO (3-(2'-ethyl-3-(hydroxymethyl)biphenyl-4-yl)pyrrolidin-1-yl)(4-methoxypyridin-2-yl)methanone